OCCCCCC(CCCCCSCC(CCCCCC)O)=O 1-Hydroxy-11-((2-hydroxyoctyl)thio)undecan-6-one